3-Bromo-5-cyclobutyl-6-methylpyridin-2-amine BrC=1C(=NC(=C(C1)C1CCC1)C)N